N1C=CC2=CC=C(C=C12)C(=O)N1CC(CCC1)CS(=O)(=O)C1=CC=CC=C1 (1H-indol-6-yl)(3-((phenylsulfonyl)methyl)piperidin-1-yl)methanone